3-([3,4'-bipyridin]-2-yloxy)-N-methyl-5-((tetrahydrofuran-3-yl)oxy)benzamide N1=C(C(=CC=C1)C1=CC=NC=C1)OC=1C=C(C(=O)NC)C=C(C1)OC1COCC1